3-(piperidin-4-yl)propionic acid hydrochloride Cl.N1CCC(CC1)CCC(=O)O